7-(2-Methyl-2-n-propyl)-2H-1,5-benzodioxepin-3(4H)-one CC(C)(C)C1=CC2=C(OCC(CO2)=O)C=C1